4-(7-methyl-2-((7-methyl-[1,2,4]triazolo[1,5-a]pyridin-6-yl)amino)-8-oxo-7,8-dihydro-9H-purin-9-yl)adamantane-1-carbonitrile CN1C(N(C2=NC(=NC=C12)NC=1C(=CC=2N(C1)N=CN2)C)C2C1CC3(CC(CC2C3)C1)C#N)=O